(S)-3-(trifluoromethyl)-7,7a,8,9,10,11-hexaHydro-6H-dipyrazino[2,3-b:1',2'-d][1,4]oxazepine FC(C=1C=NC2=C(OCC[C@@H]3N2CCNC3)N1)(F)F